C(C)(C)(C)NC(=O)C1=CC=C(C(=N1)C(=O)OC)B1OC(C(O1)(C)C)(C)C methyl 6-(tert-butylcarbamoyl)-3-(4,4,5,5-tetramethyl-1,3,2-dioxaborolan-2-yl)picolinate